tert-butyl 6-chloro-3,5-dihydroxyhexanoate ClCC(CC(CC(=O)OC(C)(C)C)O)O